(R)-1-(4-((1-cyanoethyl)amino)-5-(4-(4-(2-oxoethyl)bicyclo[2.2.1]heptan-1-yl)-1H-1,2,3-triazol-1-yl)pyridin-2-yl)-1H-pyrazolo[3,4-b]pyridine-5-carbonitrile C(#N)[C@@H](C)NC1=CC(=NC=C1N1N=NC(=C1)C12CCC(CC1)(C2)CC=O)N2N=CC=1C2=NC=C(C1)C#N